Benzyl (2,5-difluoro-4-nitrophenyl) sulfide FC1=C(C=C(C(=C1)[N+](=O)[O-])F)SCC1=CC=CC=C1